FC=1C=C2C=NN(C2=CC1C=1CCN(CC1)C(=O)OC(C)(C)C)COCC[Si](C)(C)C tert-butyl 4-(5-fluoro-1-((2-(trimethylsilyl)ethoxy)methyl)-1H-indazol-6-yl)-3,6-dihydropyridine-1(2H)-carboxylate